FC1=C(C(=O)O)C=CC(=C1)C#CC1=C(C=CC=C1)F 2-fluoro-4-((2-fluorophenyl)ethynyl)benzoic Acid